FC(C1=NN=C(O1)C1=CC=2N(C=C1)C=C(N2)CN(C(=O)C2CCN(CC2)C(CC)=O)C2=CC(=CC=C2)F)F N-((7-(5-(difluoromethyl)-1,3,4-oxadiazol-2-yl)imidazo[1,2-a]pyridin-2-yl)methyl)-N-(3-fluorophenyl)-1-propionylpiperidine-4-carboxamide